tert-butyl ((E)-((tert-butoxycarbonyl)amino)((2S,3S)-3-(hydroxymethyl)-2-(3-(4-(octyloxy)-3-(trifluoromethyl)phenyl)-1,2,4-oxadiazol-5-yl)pyrrolidin-1-yl)methylene)carbamate C(C)(C)(C)OC(=O)N/C(/N1[C@@H]([C@H](CC1)CO)C1=NC(=NO1)C1=CC(=C(C=C1)OCCCCCCCC)C(F)(F)F)=N\C(OC(C)(C)C)=O